1-[(2S)-6-Amino-2-[[(1R)-1-carboxy-3-phenylpropyl]amino]hexanoyl]pyrrole-2-carboxylic acid NCCCC[C@@H](C(=O)N1C(=CC=C1)C(=O)O)N[C@H](CCC1=CC=CC=C1)C(=O)O